FC(S(=O)(=O)OC1=C(C=CC=C1)C1=C(C=CC2=CC=CC=C12)OCC1=CC=CC=C1)(F)F 2-(2-(Benzyloxy)naphthalen-1-yl)phenyl trifluoromethanesulfonate